C(#N)C1=CC=C(CNC(=O)C2=NNC=3C(N(CCC32)CC3(CC3)S(=O)(=O)C(CO)(C)C)=O)C=C1 N-(4-cyanobenzyl)-6-((1-((1-hydroxy-2-methylpropan-2-yl)sulfonyl)cyclopropyl)methyl)-7-oxo-4,5,6,7-tetrahydro-1H-pyrazolo[3,4-c]pyridine-3-carboxamide